Di-Benzoyl-D-Tartaric acid C(C1=CC=CC=C1)(=O)[C@@]([C@@](C(=O)O)(O)C(C1=CC=CC=C1)=O)(O)C(=O)O